C1(CC1)[C@@H]1CC2=NC(=C(C(=C2CO1)C=1C(=CC=C2C=NN(C12)C)C)C#N)N1CC2(CN(C2)C(C=C)=O)CC1 (7S)-7-cyclopropyl-4-(1,6-dimethyl-1H-indazol-7-yl)-2-(2-(2-propenoyl)-2,6-diazaspiro[3.4]octan-6-yl)-7,8-dihydro-5H-pyrano[4,3-b]pyridine-3-carbonitrile